O1OCOCC1 1,2,4-Trioxane